3-[(4-Chlorobenzyl)oxy]-N-{(1S)-1-[1-(5-cyanopyridin-2-yl)-3-methyl-1H-1,2,4-triazol-5-yl]ethyl}-5-(trifluoromethyl)benzamide ClC1=CC=C(COC=2C=C(C(=O)N[C@@H](C)C3=NC(=NN3C3=NC=C(C=C3)C#N)C)C=C(C2)C(F)(F)F)C=C1